CS(=O)(=O)OCC1=CC(=NC(=C1)F)N1C(NC(CC1)=O)=O (2-(2,4-dioxotetrahydropyrimidin-1(2H)-yl)-6-fluoropyridin-4-yl)methyl methanesulfonate